N1(CCNCCNCCNCC1)C1CCC(=O)OC1=O 1,4,7,10-Tetraazacyclododecane-1-glutaric anhydride